N1=CC=CC=C1S(=O)(=O)N pyridine-6-sulfonamide